[C@@H](C)(CC)N1N=C(C=C1C(=O)OCC)C |r| (±)-Ethyl 1-(sec-butyl)-3-methyl-1H-pyrazole-5-carboxylate